FC(C(=O)O)(F)F.C(C1=CC=CC=C1)N1C=NC2=C1CNCC2 3-benzyl-4,5,6,7-tetrahydro-3H-imidazo[4,5-c]pyridine trifluoroacetate